CC(C=O)=CCCCCC methyl-octenal